[Br-].C1(=CC=CC2=CC=CC=C12)OCCCC(CCCC)OCCCC[N+](C)(C)C 4-(1-naphthoxy-5-octyloxy)butyltrimethylammonium bromide